O=C1C(O)=C([O-])[C@H](O1)[C@@H](O)CO.[Ca+2].O=C1C(O)=C([O-])[C@H](O1)[C@@H](O)CO Calcium L-ascorbat